(20S)-3-oxopregn-4-ene-20-carboxylic acid O=C1C=C2CC[C@H]3[C@@H]4CC[C@H]([C@H](C)C(=O)O)[C@]4(CC[C@@H]3[C@]2(CC1)C)C